ClC=1C(=NC2=CC=C(C=C2C1)C=1C=C(C=CC1C)CN)N1CCNCC1 [3-(3-chloro-2-piperazin-1-yl-6-quinolyl)-4-methyl-phenyl]methanamine